ClC1=C(C(=O)NC=2C(=CC(=C(C2)N2N=NC(=C2)C(=O)O)F)N2C[C@@H](N([C@@H](C2)C)C)C)C=CC(=C1C)F.FC=1C(=C(C=CC1)SC)[N+](=O)[O-] (3-fluoro-2-nitrophenyl)(methyl)sulfane 1-(5-(2-Chloro-4-fluoro-3-methylbenzamido)-2-fluoro-4-((3S,5R)-3,4,5-trimethylpiperazin-1-yl)phenyl)-1H-1,2,3-triazole-4-carboxylate